NC1=NC(=NN1)NC1=CC=C(C=C1)S(=O)(=O)N 4-((5-amino-1H-1,2,4-triazol-3-yl)amino)benzenesulfonamide